C1CC12CN(CC2)CC2=CC(=C1CN(C(C1=C2)=O)C2=NC(=CC(=C2)C2=C(C=CC=C2)C2=NN=CN2C)NCC)C(F)(F)F 6-((5-Azaspiro[2.4]heptan-5-yl)methyl)-2-(6-(ethylamino)-4-(2-(4-methyl-4H-1,2,4-triazol-3-yl)phenyl)pyridin-2-yl)-4-(trifluoromethyl)isoindolin-1-one